(1r,10s)-6-benzyloxy-10-methyl-5,8,13-trioxo-N-[(2,4,6-trifluorophenyl)methyl]-2,9-diazatricyclo[7.4.1.02,7]tetradec-3,6,11-triene-4-carboxamide C(C1=CC=CC=C1)OC=1C(C(=CN2[C@H]3C(C=C[C@@H](N(C(C12)=O)C3)C)=O)C(=O)NCC3=C(C=C(C=C3F)F)F)=O